tert-Butyl 6-(difluoromethyl)-1H-indole-1-carboxylate FC(C1=CC=C2C=CN(C2=C1)C(=O)OC(C)(C)C)F